N-((1,2,3,5,6,7-Hexahydro-s-indacen-4-yl)carbamoyl)-4-isopropyl-5-oxo-4,5-dihydropyrazine-2-sulfonamide, sodium salt [Na].C1CCC2=C(C=3CCCC3C=C12)NC(=O)NS(=O)(=O)C=1N=CC(N(C1)C(C)C)=O